1-[(2R)-2-methyl-4-[4-({3-methyl-4-[(1-methyl-1,3-benzodiazol-5-yl)oxy]phenyl}amino)pyrido[3,2-d]pyrimidin-6-yl]piperazin-1-yl]prop-2-en-1-one C[C@H]1N(CCN(C1)C=1C=CC=2N=CN=C(C2N1)NC1=CC(=C(C=C1)OC1=CC2=C(N(C=N2)C)C=C1)C)C(C=C)=O